(E)-1-(2-bromo-4-iodophenyl)-3,3-diethyltriaz-1-ene BrC1=C(C=CC(=C1)I)\N=N\N(CC)CC